BrC1=CC2=C(CCC=3C(=NN(C23)C2=NC=CC=C2)C(=O)N2C(COCC2)(C)C)C=C1OC [8-bromo-7-methoxy-1-(2-pyridyl)-4,5-dihydrobenzo[g]indazol-3-yl]-(3,3-dimethylmorpholin-4-yl)methanone